OC1C(CCC1O)=O 2,3-dihydroxy-cyclopentan-1-one